5-(2-chlorophenoxy)-3-(((3-hydroxypyrazin-2-yl)methyl)amino)-4H-benzo[e][1,2,4]thiadiazine 1,1-dioxide ClC1=C(OC2=CC=CC3=C2NC(=NS3(=O)=O)NCC3=NC=CN=C3O)C=CC=C1